(S)-(4-(difluoromethyl)-2-(4-fluoropiperidin-1-yl)oxazol-5-yl)(4-(5-fluorobenzo[d]oxazol-2-yl)-6,7-dihydro-1H-imidazo[4,5-c]pyridin-5(4H)-yl)methanone FC(C=1N=C(OC1C(=O)N1[C@@H](C2=C(CC1)NC=N2)C=2OC1=C(N2)C=C(C=C1)F)N1CCC(CC1)F)F